1-(4-chlorobenzyl)-N-(2-(4-isopropyl-1H-1,2,3-triazol-1-yl)ethyl)-1H-indazole-3-carboxamide ClC1=CC=C(CN2N=C(C3=CC=CC=C23)C(=O)NCCN2N=NC(=C2)C(C)C)C=C1